1-(4-((4-((4-((2-(6,6-difluoro-3-azabicyclo[3.1.0]hexan-3-yl)pyridin-4-yl)oxy)-2-fluorophenyl)amino)-7-methoxyquinazolin-6-yl)amino)piperidin-1-yl)prop-2-en-1-one FC1(C2CN(CC12)C1=NC=CC(=C1)OC1=CC(=C(C=C1)NC1=NC=NC2=CC(=C(C=C12)NC1CCN(CC1)C(C=C)=O)OC)F)F